(±)-cis-N-(8-amino-6-(5-isopropyl-1-(tetrahydro-2H-pyran-2-yl)-1H-pyrazol-4-yl)isoquinolin-3-yl)-2-fluorocyclopropanecarboxamide NC=1C=C(C=C2C=C(N=CC12)NC(=O)[C@H]1[C@H](C1)F)C=1C=NN(C1C(C)C)[C@@H]1OCCCC1 |&1:26|